3-(5-(3-(4'-fluoro-3,4,5,6-tetrahydro-[1,1'-biphenyl]-2-carbonyl)-3,6-diazabicyclo[3.1.1]heptane-6-carbonyl)-1-oxoisoindolin-2-yl)piperidine-2,6-dione FC1=CC=C(C=C1)C1=C(CCCC1)C(=O)N1CC2N(C(C1)C2)C(=O)C=2C=C1CN(C(C1=CC2)=O)C2C(NC(CC2)=O)=O